BrC1=C2C=C(C(=NC2=CC=C1)C)C 5-bromo-2,3-dimethylquinoline